(R)-2-(2,4-difluorophenyl)-1,1-difluoro-1-(5-(4-(4-(4-fluorophenyl)piperazin-1-yl)phenyl)pyridin-2-yl)-3-(1H-tetrazol-1-yl)propan-2-ol FC1=C(C=CC(=C1)F)[C@](C(C1=NC=C(C=C1)C1=CC=C(C=C1)N1CCN(CC1)C1=CC=C(C=C1)F)(F)F)(CN1N=NN=C1)O